Br.BrCC=1C=NC=CC1 3-(bromomethyl)pyridine hydrobromide salt